[K+].C(CC(O)(C(=O)O)CC(=O)O)(=O)[O-] citric acid monopotassium salt